ClC1C(CC1(F)F)NC([C@H](C1=C(C=CC=C1)Cl)N(C(=O)[C@H]1N(C(CC1)=O)C1=NC=CC(=C1)C#N)C=1C=NC=C(C1)F)=O (2S)-N-((1S)-2-((2-chloro-3,3-difluorocyclobutyl)amino)-1-(2-chlorophenyl)-2-oxoethyl)-1-(4-cyanopyridin-2-yl)-N-(5-fluoropyridin-3-yl)-5-oxopyrrolidine-2-carboxamide